(2,3-difluoro-6-methoxyphenyl)methane-d2-ol FC1=C(C(=CC=C1F)OC)C(O)([2H])[2H]